ClC1=C(C(=CC(=C1)F)N=C=S)OC 1-chloro-5-fluoro-3-isothiocyanato-2-methoxybenzene